C(C)(C)(C)C=1C=C(C=C(C1O)C(C)(C)C)CCC(=O)NN (3,5-di-tert-butyl-4-hydroxyphenyl)propionyl-hydrazine